CN(C)CC1=C(C=CC=C1)C1=CC=C(S1)[C@@H](C)NC=1C2=C(N=C(N1)C)CCN(C2)CC2CCOCC2 (R)-N-(1-(5-(2-((dimethylamino)methyl)phenyl)thiophen-2-yl)ethyl)-2-methyl-6-((tetrahydro-2H-pyran-4-yl)methyl)-5,6,7,8-tetrahydropyrido[4,3-d]pyrimidin-4-amine